FC([C@H]1N(C(OC1)=O)C=1N=C2N(CCOC3=C2C2=C(C(=C3)N[C@H](C(=O)N)C)CC2)C1)F (S)-2-((2-((S)-4-(difluoromethyl)-2-oxooxazolidin-3-yl)-5,6,10,11-tetrahydrocyclobuta[5,6]benzo[1,2-f]imidazo[1,2-d][1,4]oxazepin-9-yl)amino)propanamide